OC(CCC(S(=O)(=O)[O-])O)S(=O)(=O)[O-].[Na+].[Na+] sodium 1,4-dihydroxy-1,4-butanedisulfonate